Ethyl-carbamic acid methyl ester trifluoromethyl-acetate (trifluoromethylacetate) FC(F)(F)CC(=O)O.FC(F)(F)OC(C)=O.COC(NCC)=O